tert-butyl 4-(5-((4-bromophenyl)(hydroxy)methyl)pyrimidin-2-yl)piperazine-1-carboxylate BrC1=CC=C(C=C1)C(C=1C=NC(=NC1)N1CCN(CC1)C(=O)OC(C)(C)C)O